ClC1=NN2C(C=N1)=C(N=C2C2CCCC2)F 2-chloro-7-cyclopentyl-5-fluoroimidazo[4,3-f][1,2,4]triazine